ClC1=CC=C(C=C1)C=1C=C(C(N(N1)C1=CSC(=C1)Cl)=O)C(=O)N[C@H](CO)C 6-(4-Chlorophenyl)-2-(5-chloro-3-thienyl)-N-[(2S)-1-hydroxypropan-2-yl]-3-oxo-2,3-dihydropyridazine-4-carboxamide